OC(=O)C(F)(F)F.N1CC(C1)CCN1C(C=CC2=C1N=C(N=C2)NC2=CC(=CC=C2)CN2CCN(CC2)S(=O)(=O)C)=O 8-(2-(azetidin-3-yl)ethyl)-2-((3-((4-(methylsulfonyl)piperazin-1-yl)methyl)phenyl)amino)pyrido[2,3-d]pyrimidin-7(8H)-one TFA salt